ClC1=C(CNC(=O)[C@@H]2C=3C=CC=NC3[C@H](CC2)O)C=CC(=C1)F (5S,8S)-N-(2-chloro-4-fluorobenzyl)-8-hydroxy-5,6,7,8-tetrahydro-quinoline-5-carboxamide